1-(4-(2,6-dioxopiperidin-3-yl)-3,5-difluorophenyl)azetidine-3-carbaldehyde O=C1NC(CCC1C1=C(C=C(C=C1F)N1CC(C1)C=O)F)=O